(R)-N-(1-(1-benzylcyclobutyl)ethyl)-1-methyl-5-oxo-4,5-dihydro-1H-1,2,4-triazole-3-carboxamide C(C1=CC=CC=C1)C1(CCC1)[C@@H](C)NC(=O)C1=NN(C(N1)=O)C